1-(trimethoxysilyl)-4-vinylbenzene CO[Si](C1=CC=C(C=C1)C=C)(OC)OC